Cl.Cl.ClC=1C(=NC2=CC=C(C=C2C1)C=1N=C(OC1)CN)N1CCNCC1 [4-(3-chloro-2-piperazin-1-yl-6-quinolinyl)oxazol-2-yl]methylamine dihydrochloride